CN1N=C2C(NC[C@H](CC2)N)=C1 (S)-2-methyl-2,4,5,6,7,8-hexahydropyrazolo[4,3-b]azepin-6-amine